BrC1=C(C=CC(=C1)I)C[C@H](C(=O)O)[C@@H]1CN(CC1)C(=O)OC(C)(C)C (2S)-3-(2-bromo-4-iodo-phenyl)-2-[(3R)-1-tert-butoxycarbonylpyrrolidin-3-yl]propionic acid